6-Chloro-3-[[(1R)-1-[3,6-dimethyl-2-(2-methyl-pyrazolo[3,4-b]pyridin-5-yl)-4-oxo-chromen-8-yl]-ethyl]amino]-N'-hydroxy-pyridine-2-carboxamidine ClC1=CC=C(C(=N1)C(=NO)N)N[C@H](C)C=1C=C(C=C2C(C(=C(OC12)C1=CC=2C(N=C1)=NN(C2)C)C)=O)C